C(C)(C)(C)OC(NC1=CC=C(C=C1)CC1=NN(C(C2=CC(=C(C=C12)OC)OC)=O)C)=O (4-((6,7-dimethoxy-3-methyl-4-oxo-3,4-dihydrophthalazin-1-yl)methyl)phenyl)carbamic acid tert-butyl ester